2-[(3R)-3-methyl-[1,4'-bipiperidin]-1'-yl]-1,3-thiazole-5-carboxamide C[C@H]1CN(CCC1)C1CCN(CC1)C=1SC(=CN1)C(=O)N